N-cyclobutyl-1-{6-[2-(methoxymethoxy)-4-(6-methoxypyridazin-4-yl)phenyl]pyridazin-3-yl}-3-methylpyrrolidin-3-amine C1(CCC1)NC1(CN(CC1)C=1N=NC(=CC1)C1=C(C=C(C=C1)C1=CN=NC(=C1)OC)OCOC)C